C(C)(C)(C)OC(=O)NCCOCC1CCN(CC1)C(=O)OCC1=CC=CC=C1 benzyl 4-((2-((tert-butoxycarbonyl)amino)ethoxy)methyl)piperidine-1-carboxylate